bromo-6-(4-cyclopropyl-6-methoxypyrimidin-5-yl)-1H-pyrazolo[3,4-d]pyrimidine BrN1N=CC=2C1=NC(=NC2)C=2C(=NC=NC2OC)C2CC2